N-cyclopropyl-2-(4,5-diphenyloxazol-2-yl)sulfanylacetamide C1(CC1)NC(CSC=1OC(=C(N1)C1=CC=CC=C1)C1=CC=CC=C1)=O